NC1=C2N(C(N(C2=NC=N1)C1CCC(CC1)C(=O)OCC)=O)C1=CC=C(C=C1)CNC(C1=C(C=CC(=C1)F)OC)=O ethyl (1R,4R)-4-(6-amino-7-(4-((5-fluoro-2-methoxybenzamido)methyl)phenyl)-8-oxo-7,8-dihydro-9H-purin-9-yl)cyclohexane-1-carboxylate